Methyl 2-(2-pentanoyl-1-phenylisoindolin-5-yl)benzoate C(CCCC)(=O)N1C(C2=CC=C(C=C2C1)C1=C(C(=O)OC)C=CC=C1)C1=CC=CC=C1